CC1(C(C(=CC2(CN(CCO2)CC2=CC=NC=C2)C1)C#N)=O)C 10,10-dimethyl-9-oxo-4-(pyridin-4-ylmethyl)-1-oxa-4-azaspiro[5.5]undec-7-ene-8-carbonitrile